5-(1H-imidazol-1-yl)-1H-pyrazolo[3,4-c]pyridine N1(C=NC=C1)C=1C=C2C(=CN1)NN=C2